(E)-4-(5-bromo-2-chloropyridin-3-yl)-2-oxobut-3-enoic acid ethyl ester C(C)OC(C(\C=C\C=1C(=NC=C(C1)Br)Cl)=O)=O